3-chlorobenzenesulfonamide ClC=1C=C(C=CC1)S(=O)(=O)N